(1r,4r)-1-ethyl-4-((5-(imidazo[1,2-a]pyrimidin-6-yl)-4-methoxypyrrolo[2,1-f][1,2,4]triazin-2-yl-7-d)amino)cyclohexan-1-ol C(C)C1(CCC(CC1)NC1=NN2C(C(=N1)OC)=C(C=C2[2H])C=2C=NC=1N(C2)C=CN1)O